(benzyl)(n-butyl)methylene(cyclopentadienyl)(2,7-diphenyl-3,6-di-tert-butylfluorenyl)zirconium dichloride [Cl-].[Cl-].C(C1=CC=CC=C1)C(=[Zr+2](C1=C(C(=CC=2C3=CC(=C(C=C3CC12)C1=CC=CC=C1)C(C)(C)C)C(C)(C)C)C1=CC=CC=C1)C1C=CC=C1)CCCC